7-[3-fluoro-1-(oxetan-3-yl)piperidin-4-yl]-6-methylquinazolin FC1CN(CCC1C1=C(C=C2C=NC=NC2=C1)C)C1COC1